C1(CC1)C(C=1C=C(C(=O)NC(C)C=2N(N=CN2)C2=NC=C(C=N2)OCC(F)F)C=C(C1)C(F)(F)F)(F)F 3-[cyclopropyl(difluoro)methyl]-N-[1-[2-[5-(2,2-difluoroethoxy)pyrimidin-2-yl]-1,2,4-triazol-3-yl]ethyl]-5-(trifluoromethyl)benzamide